(3-((4-(2-amino-7-bromothieno[3,2-d]pyrimidin-4-yl)-1H-1,2,3-triazol-1-yl)methyl)-2-fluorophenyl)propan-2-ol NC=1N=C(C2=C(N1)C(=CS2)Br)C=2N=NN(C2)CC=2C(=C(C=CC2)CC(C)O)F